2,6-bis-(2-hydroxy-5'-methyl-benzyl)-4-methylphenol OC1=C(CC2=C(C(=CC(=C2)C)CC2=C(C=CC(=C2)C)O)O)C=C(C=C1)C